(R)-3-(3-cyclopropoxyphenyl)-1-isopropyl-N-(4-methyl-1,1-dioxidotetrahydro-2H-thiopyran-4-yl)-4,5,6,7-tetrahydro-1H-indazole-6-carboxamide C1(CC1)OC=1C=C(C=CC1)C1=NN(C=2C[C@@H](CCC12)C(=O)NC1(CCS(CC1)(=O)=O)C)C(C)C